(3R)-hydroxybutyl butyrate C(CCC)(=O)OCCCCO